4-[3-[4-[4-(Methacryloyloxy)butoxy]phenyl]acryloyl]benzoic acid C(C(=C)C)(=O)OCCCCOC1=CC=C(C=C1)C=CC(=O)C1=CC=C(C(=O)O)C=C1